ClC1=C(C=C(C=C1)O)C1=CC2=C(N=C(N=N2)NC2=CC=C(C=C2)OCCN2CCCC2)C(=C1)C 4-chloro-3-(5-methyl-3-{[4-(2-pyrrolidin-1-ylethoxy)phenyl]amino}-1,2,4-benzotriazin-7-yl)phenol